L-alanine-(piperidin-4-oxy) ester N1CCC(CC1)OOC([C@@H](N)C)=O